NC1=NC(=C(C=2N1C(N(N2)CC2=NC=C(C=C2)F)=O)C2=CC(=NC(=C2)C)Cl)C2=CC=CC=C2 5-amino-8-(2-chloro-6-methylpyridin-4-yl)-2-((5-fluoropyridin-2-yl)methyl)-7-phenyl-[1,2,4]triazolo[4,3-C]pyrimidin-3(2H)-one